Cl.C1(=CC(=CC=C1)CNCCCNCCCNCCCCCCCC)CNCCCNCCCNCCCCCCCC N1,N1'-(1,3-phenylenebis(methylene))bis(N3-(3-(octylamino)propyl)propane-1,3-diamine), hydrochloride salt